Cl.NC(C(=O)N1CCN(CC1)C(=O)NC1=NC(N(C=C1)C=1C=NC(=CC1)CN1CC2C(C2C1)N)=O)(C)C 4-(2-Amino-2-methylpropanoyl)-N-(1-(6-((exo-6-amino-3-azabicyclo[3.1.0]hexan-3-yl)methyl)pyridin-3-yl)-2-oxo-1,2-dihydropyrimidin-4-yl)piperazine-1-carboxamide Hydrochloride Salt